C(C)S(=O)(=O)C[C@@H]1[C@H](N(C1)C=1C=CC(=C2C=C(N=CC12)NC1=NC(=NC=C1)N1C[C@H]([C@H](CC1)OCCO)F)C(C)C)C 2-((3R,4S)-1-(4-(8-((2R,3S)-3-(ethylsulfonylmethyl)-2-methylazetidin-1-yl)-5-isopropylisoquinolin-3-ylamino)pyrimidin-2-yl)-3-fluoropiperidin-4-yloxy)ethanol